terephthalic dihydrazide C(C1=CC=C(C(=O)NN)C=C1)(=O)NN